FC1=C(COC2CN(C2)C(=O)N2C[C@@H]3[C@@H](OCC(N3)=O)CC2)C=CC(=C1)C(F)(F)F (4aR,8aS)-6-(3-((2-fluoro-4-(trifluoromethyl)benzyl)oxy)azetidine-1-carbonyl)hexahydro-2H-pyrido[4,3-b][1,4]oxazin-3(4H)-one